C(C=C)C1=C(C(=C(C=C1)C=1NC=CN1)O)OC 2-(4-allyl-2-hydroxy-3-methoxyphenyl)imidazole